ClC1=C(C(=C2C(=NC=NC2=C1)NC1=C(C2=C(N=CS2)C=C1)F)OC(C)C1COC1)F N-(7-chloro-6-fluoro-5-(1-(oxetan-3-yl)ethoxy)quinazolin-4-yl)-7-fluorobenzo[d]thiazol-6-amine